2-benzyl-7,8-Difluoro-1,2,3,4-tetrahydroisoquinolin-4-ol C(C1=CC=CC=C1)N1CC2=C(C(=CC=C2C(C1)O)F)F